4-(3-chloro-4-ethyl-5-oxo-4,5-dihydro-1H-1,2,4-triazol-1-yl)-N-(2,6-difluorophenyl)-5-fluoro-2-{[(2S)-1,1,1-trifluoropropan-2-yl]oxy}benzamide ClC1=NN(C(N1CC)=O)C1=CC(=C(C(=O)NC2=C(C=CC=C2F)F)C=C1F)O[C@H](C(F)(F)F)C